tert-butyl N-[1-(3-chloropropyl)-4-piperidyl]carbamate ClCCCN1CCC(CC1)NC(OC(C)(C)C)=O